tetrahexylammonium perfluorooctanesulfonate FC(C(C(C(C(C(C(C(F)(F)F)(F)F)(F)F)(F)F)(F)F)(F)F)(F)F)(S(=O)(=O)[O-])F.C(CCCCC)[N+](CCCCCC)(CCCCCC)CCCCCC